FC=1C=NC=C(C1N1C(N(C=2C=NC=3C=C(C(=CC3C21)C=2C(=NNC2)C)OC)C)=O)F 1-(3,5-Difluoropyridin-4-yl)-7-methoxy-3-methyl-8-(3-methyl-1H-pyrazol-4-yl)-1H,2H,3H-imidazo[4,5-c]quinolin-2-one